6-(2-amino-5-(3,5-difluoro-4-(4-methylpiperazin-1-yl)phenyl)pyridin-3-yl)-7-fluoro-3,4-dihydroisoquinolin-1(2H)-one NC1=NC=C(C=C1C=1C=C2CCNC(C2=CC1F)=O)C1=CC(=C(C(=C1)F)N1CCN(CC1)C)F